ClC1=C(C=CC(=N1)NC(=O)[C@H](C(C1CCCCC1)C1CCCCC1)NC(=O)C=1N(N=NC1)C(C)C)C=1C(=NNC1C)C N-[(1S)-1-[[6-chloro-5-(3,5-dimethyl-1H-pyrazol-4-yl)-2-pyridinyl]carbamoyl]-2,2-dicyclohexyl-ethyl]-3-isopropyl-triazole-4-carboxamide